COCC(COC)OS(=O)(=O)C 1,3-Dimethoxypropan-2-ylmethylsulfonate